N-(1-(tert-butylsulfonyl)-2-methyl-1H-indol-6-yl)-4-((2-hydroxyethyl)sulfonyl)-2-(6-azaspiro[2.5]octan-6-yl)benzamide C(C)(C)(C)S(=O)(=O)N1C(=CC2=CC=C(C=C12)NC(C1=C(C=C(C=C1)S(=O)(=O)CCO)N1CCC2(CC2)CC1)=O)C